5,9-dibromo-7-methyl-2,3,7,8-tetrahydro-6H-indeno[5,6-b][1,4]dioxin-6-one BrC1=C2C(C(CC2=C(C=2OCCOC21)Br)C)=O